[I-].C(C)[N+]1=CNC=C1 3-ethylimidazolium iodide